3-cyclopropyl-4-({4-fluoro-3-[(propan-2-yl)carbamoyl]phenyl}amino)-N-[(2Z)-imidazolidin-2-ylidene]benzamide C1(CC1)C=1C=C(C(=O)N=C2NCCN2)C=CC1NC1=CC(=C(C=C1)F)C(NC(C)C)=O